C(C)(C)(C)OC(=O)N(C(OC(C)(C)C)=O)CCOCC1=NC=C(C=N1)C(NC1C(C(C1(C)C)OC1=CC(=C(C=C1)C#N)Cl)(C)C)=O tert-butyl N-tert-butoxycarbonyl-N-[2-[[5-[[3-(3-chloro-4-cyano-phenoxy)-2,2,4,4-tetramethyl-cyclobutyl]carbamoyl]pyrimidin-2-yl]methoxy]ethyl]carbamate